OC1(CC1)C=1NC(=NN1)C1CC2(CN(C2)C(=O)N2CC(C2)C2=CC=C(C=C2)C2(CC2)C(F)(F)F)C1 [6-[5-(1-hydroxycyclopropyl)-4H-1,2,4-triazol-3-yl]-2-azaspiro[3.3]heptan-2-yl]-[3-[4-[1-(trifluoromethyl)cyclopropyl]phenyl]azetidin-1-yl]methanone